C1(CCCC1)NC(OC1=C(C=CC=C1[Si](C)(C)C)C(C)(CC)C)=O 2-(2-methylbutan-2-yl)-6-(trimethylsilyl)phenyl cyclopentyl-carbamate